NC=1C=C(C=C2C=C(C=C(C12)S(=O)(=O)O)S(=O)(=O)O)S(=O)(=O)O 8-aminonaphthalene-1,3,6-trisulfonic acid